C(C1=CC=CC=C1)OC=1C=C2C(=C(N(C2=CC1)C1=CC(=C(C=C1)F)C)C1CCOCC1)C1=CC=C(C(=O)OC)C=C1 methyl 4-(5-(benzyloxy)-1-(4-fluoro-3-methylphenyl)-2-(tetrahydro-2H-pyran-4-yl)-1H-indol-3-yl)benzoate